formamide borate B(O)(O)O.C(=O)N